CCCOC(=O)CCCOC(C1=C(C=C(C(=C1)N1C(N(C(N(C1=O)C)=O)C)=O)F)Cl)=O 2-chloro-4-fluoro-5-(3,5-dimethyl-2,4,6-trioxo-1,3,5-triazine-1-yl)benzoic acid (2-methyl-1-ethoxycarbonyl)propyl ester